N1(C=CC=CC=C1)C(=O)[O-] 1H-azepine-1-carboxylate